ClC=1C=C(C=CC1F)NC1=C(C=NC2=CC(=C(C=C12)NC(C=CCN(C)C)=O)OCC)C#N N-[4-[(3-chloro-4-fluorophenyl)amino]-3-cyano-7-ethoxy-6-quinolinyl]-4-(dimethylamino)-2-butenamide